C1=CC=CC=2[SH+]C3=CC=CC=C3SC12.C(C1=CC=CC=C1)(=O)OCC ethyl benzoate thianthrenium salt